C(#N)CC1(CN(C1)C(=O)OC(C)(C)C)NN tert-butyl 3-(cyanomethyl)-3-hydrazinoazetidine-1-carboxylate